3,5-dimethyl-pyrazole-1-carboxylic acid tert-butyl ester C(C)(C)(C)OC(=O)N1N=C(C=C1C)C